tert-Butyl 5-methyl-1H-indazole-1-carboxylate CC=1C=C2C=NN(C2=CC1)C(=O)OC(C)(C)C